ClC1=C(C=O)C=C(C(=C1)F)N1C(NC(=CC1=O)C(F)(F)F)=O 2-chloro-4-fluoro-5-(2,6-dioxo-4-trifluoromethyl-2,3-dihydropyrimidine-1(6H)-yl)benzaldehyde